C(C1=CC=CC=C1)N1CC=2N=C(N=C(C2CC1)O)OC 7-benzyl-2-methoxy-5,6,7,8-tetrahydropyrido[3,4-d]pyrimidin-4-ol